Cl.COC1=C(C=C(C(=C1)SCC)OC)[C@@H]1CNCCC1 (R)-3-(2,5-dimethoxy-4-(ethylsulfanyl)phenyl)piperidine hydrochloride